O1-tert-butyl O2-methyl (2S)-4-[3-(benzyloxycarbonylamino)-1-hydroxy-3-methyl-butyl]-5-oxo-pyrrolidine-1,2-dicarboxylate C(C1=CC=CC=C1)OC(=O)NC(CC(O)C1C[C@H](N(C1=O)C(=O)OC(C)(C)C)C(=O)OC)(C)C